N[C@@H](CCCCN)C(=O)[O-].N[C@@H](CCCCN)C(=O)[O-].[Zn+2] zinc dilysine salt